N-(4-(11-(hydroxyamino)-11-oxoundecyl)-3-(trifluoromethyl)phenyl)-3-(imidazo[1,2-b]pyridazin-3-ylethynyl)-4-methylbenzamide ONC(CCCCCCCCCCC1=C(C=C(C=C1)NC(C1=CC(=C(C=C1)C)C#CC1=CN=C2N1N=CC=C2)=O)C(F)(F)F)=O